1,4-butanenediol C(=CCCO)O